N1(N=CC=C1)CC1=C2CCCOC2=C2C(=NOC2=C1)NS(=O)(=O)C1=C(C=CC(=C1)F)OC N-(5-((1H-pyrazol-1-yl)methyl)-3,4-dihydro-2H-chromeno[8,7-d]isoxazol-9-yl)-5-fluoro-2-methoxybenzenesulfonamide